CC=1C(=NON1)C(=O)ON1C(CCC1=O)=O 2,5-dioxopyrrolidin-1-yl 4-methyl-1,2,5-oxadiazole-3-carboxylate